bromo-5-methyl-1H-pyrazol BrN1N=CC=C1C